N1(CCC1)CCOC1=CC=C(C=C1)CCN 2-(4-(2-(azetidin-1-yl)ethoxy)phenyl)ethylamine